CN(P(=O)(N(C)C)N(C)C)C hexa-methylphosphoramide